C1CC(C12CCNCC2)NC(OC(C)(C)C)=O tert-Butyl N-(7-azaspiro[3.5]nonan-3-yl)carbamate